[N+](=O)([O-])C1=CC=C(C=C1)SN=C=O 4-nitrophenyl-thioisocyanate